C(C1=CC=CC=C1)OC(=O)N1C[C@H]([C@@H](CC1)CO)C1=CC=C(C=C1)Br (3R,4R)-3-(4-bromophenyl)-4-(hydroxymethyl)piperidine-1-carboxylic acid benzyl ester